2-iodo-9-thioxanthone IC1=CC=2C(C3=CC=CC=C3SC2C=C1)=O